2-(pyridin-4-yl)-4-(2,8-diazaspiro[4.5]decan-8-yl)pyrido[3,4-d]pyrimidin-5-ol, formate salt C(=O)O.N1=CC=C(C=C1)C=1N=C(C2=C(N1)C=NC=C2O)N2CCC1(CCNC1)CC2